(S)-N-[(1R)-1-[3-(difluoromethyl)-2-fluorophenyl]prop-2-yn-1-yl]-2-methylpropane-2-sulfinamide FC(C=1C(=C(C=CC1)[C@@H](C#C)N[S@@](=O)C(C)(C)C)F)F